N1C([CH]CC2=CC=CC=C12)=O 3,4-dihydro-3λ3-quinolin-2(1H)-one